ClC=1C=C(C=CC1)N1C=CC2=CC=CN=C12 N-(3-chlorophenyl)-7-azaindole